[Br-].CN1C=[N+](C=C1)CCC(=O)O 1-methyl-3-carboxyethyl-imidazolium bromide